2-(((2r,3s,4r,5r)-5-(6-amino-9H-purin-9-yl)-3,4-dihydroxytetrahydrofuran-2-yl)methoxy)-4-(3-methoxyphenyl)-1,3,2-dioxaphosphorinane 2-sulfide NC1=C2N=CN(C2=NC=N1)[C@H]1[C@@H]([C@@H]([C@H](O1)COP1(OCCC(O1)C1=CC(=CC=C1)OC)=S)O)O